O=C1C=C(N=C2N1C=CC=C2)C(=O)NCC=2N=C1N(C=C(C=C1)CNC1(COC1)C1=CC=CC=C1)C2 4-oxo-N-[(6-{[(3-phenyloxetan-3-yl)amino]methyl}imidazo[1,2-a]pyridin-2-yl)methyl]-4H-pyrido[1,2-a]pyrimidine-2-carboxamide